C(C)(C)(C)OC(=O)N1CCC2(CC(CC2NC(=O)OC(C)(C)C)=O)CC1 1-((tert-butoxycarbonyl)amino)-3-oxo-8-azaspiro[4.5]decane-8-carboxylic acid tert-butyl ester